BrC=1C=CC=C(C1C1=CC(=CC(=C1)C(C)(C)C)C(C)(C)C)C(=O)OC methyl 6-bromo-3',5'-di-tert-butyl-[1,1'-biphenyl]-2-carboxylate